imino(methyl)(4-{[7-(pyrrolidin-1-yl)-[1,2,4]triazolo[1,5-a]pyrimidin-6-yl]methyl}phenyl)-λ6-sulfanone N=S(=O)(C1=CC=C(C=C1)CC=1C=NC=2N(C1N1CCCC1)N=CN2)C